3-(2,3-difluoro-4-methoxy-phenyl)-N-(3-ethyl-4-piperazin-1-ylsulfonyl-phenyl)imidazo[1,2-a]pyrazin-8-amine FC1=C(C=CC(=C1F)OC)C1=CN=C2N1C=CN=C2NC2=CC(=C(C=C2)S(=O)(=O)N2CCNCC2)CC